BrC=1C=C(C=CC1OCCCl)C(C(=O)O)C 3-bromo-4-(2-chloroethoxy)phenylpropionic acid